COC1=CC=C(CN2N=CC=3C2=NC(=CC3C=3C(=NN(C3)C)C3=CC(=NC=C3)C)C)C=C1 1-(4-Methoxybenzyl)-6-methyl-4-(1-methyl-3-(2-methylpyridin-4-yl)-1H-pyrazol-4-yl)-1H-pyrazolo[3,4-b]pyridine